Ethyl (6-amino-5-(2-chloro-5-fluorophenoxy)-[1,2,4]triazolo[4,3-a]pyridin-3-yl)carbamate NC=1C=CC=2N(C1OC1=C(C=CC(=C1)F)Cl)C(=NN2)NC(OCC)=O